C(C)(C)(C)N1CCN(CC1)C=1C=C(C=NC1CC)C1=NC(=CC(=C1O)C1=CC(=C(C=C1)N1C(N(C=C1)C)=O)Cl)F 1-(4-(5'-(4-(tert-butyl)piperazin-1-yl)-6'-ethyl-6-fluoro-3-hydroxy-[2,3'-bipyridin]-4-yl)-2-chlorophenyl)-3-methyl-1,3-dihydro-2H-imidazol-2-one